4-(1-methoxycarbonyl-cyclobutylamino)-2-fluoro-benzoic acid methyl ester COC(C1=C(C=C(C=C1)NC1(CCC1)C(=O)OC)F)=O